C1(=C(C=CC=C1)OCC1CN(CCC1)C=O)C (3-((o-tolyloxy)methyl)piperidine-1-yl)methanone